(S)-2-((4-(6-(7-cyano-4,5-dihydro-1H-benzo[d]azepin-3(2H)-yl)pyridin-2-yl)piperazin-1-yl)methyl)-1-(oxetan-2-ylmethyl)-1H-benzo[d]imidazole-6-carboxylic acid C(#N)C1=CC2=C(CCN(CC2)C2=CC=CC(=N2)N2CCN(CC2)CC2=NC3=C(N2C[C@H]2OCC2)C=C(C=C3)C(=O)O)C=C1